COC1=CC=C2C=CCOC2=C1 7-methoxy-2H-chromene